[4-(2-hydroxyethyl)piperazine-1-ylmethyl]-quinoline-8-ol OCCN1CCN(CC1)CC1=NC2=C(C=CC=C2C=C1)O